C(C1=CC=CC=C1)N(C=1N(C(=C(N1)C1CC2CC(CC2C1)O)C(=O)NC1=CC(=C(C=C1)F)Cl)C)C 2-(benzyl(methyl)amino)-N-(3-chloro-4-fluorophenyl)-4-(5-hydroxyoctahydropentalen-2-yl)-1-methyl-1H-imidazole-5-carboxamide